BrC1=C2C=CC=NC2=C(C(=C1)C)N(CC1=CC=C(C=C1)OC)CC1=CC=C(C=C1)OC 5-bromo-N,N-bis(4-methoxybenzyl)-7-methylquinolin-8-amine